ClC1=NNC(C(=C1)[C@H](CC(F)F)N1N=C(C(=C1)NC([C@H](C1CCC(CC1)(F)F)NC(=O)C=1N(N=CC1)C(C)C)=O)F)=O |&1:7| N-[(1S)-2-[[1-[(1SR)-1-(3-chloro-6-oxo-1H-pyridazin-5-yl)-3,3-difluoro-propyl]-3-fluoro-pyrazol-4-yl]amino]-1-(4,4-difluorocyclohexyl)-2-oxo-ethyl]-2-isopropyl-pyrazole-3-carboxamide